FC(S(=O)(=O)OCC(=O)OCC)(F)F ethyl (((trifluoromethyl)sulfonyl)oxy)acetate